(3aR,5S,6aR)-5-[(4R)-2,2-dimethyl-1,3-dioxolan-4-yl]-2,2-dimethyl-3a,5,6,6a-tetrahydrofuro[2,3-d][1,3]dioxole CC1(OC[C@@H](O1)[C@@H]1C[C@@H]2[C@@H](OC(O2)(C)C)O1)C